(S*)-benzyl 3-fluoro-2,2-dimethyl-4-oxobutanoate F[C@@H](C(C(=O)OCC1=CC=CC=C1)(C)C)C=O |o1:1|